acetyl-methyl-sodium taurate NCCS(=O)(=O)O.C(C)(=O)C[Na]